NC([C@H](CCC(=O)OC(C)(C)C)N1C(C2=CC=CC(=C2C1)O[Si](C)(C)C(C)(C)C)=O)=O Tert-butyl (S)-5-amino-4-(4-((tert-butyldimethylsilyl)oxy)-1-oxoisoindolin-2-yl)-5-oxopentanoate